N-[3-[2-(difluoromethoxy)-5-isopropylsulfanyl-phenyl]-1-[[(2R)-pyrrolidin-2-yl]methyl]pyrazol-4-yl]pyrazolo[1,5-a]pyrimidine-3-carboxamide FC(OC1=C(C=C(C=C1)SC(C)C)C1=NN(C=C1NC(=O)C=1C=NN2C1N=CC=C2)C[C@@H]2NCCC2)F